C(#N)N=S(=O)(\C=C\[C@@]1(N(CCC1)C)C)NC(CC1=C2CCCC2=CC=2CCCC12)=O N-((E)-N-cyano-2-((R)-1,2-dimethylpyrrolidin-2-yl)vinylsulfonimidoyl)-2-(1,2,3,5,6,7-hexahydro-s-indacen-4-yl)acetamide